4-((9-(2-(5-((4-([1,1'-biphenyl]-3-yl)-5-chloropyrimidin-2-yl)amino)pyridin-3-yl)-1-oxo-2,8-diazaspiro[4.5]decan-8-yl)-9-oxononyl)oxy)-2-(2,6-dioxopiperidin-3-yl)isoindoline-1,3-dione C1(=CC(=CC=C1)C1=NC(=NC=C1Cl)NC=1C=C(C=NC1)N1C(C2(CC1)CCN(CC2)C(CCCCCCCCOC2=C1C(N(C(C1=CC=C2)=O)C2C(NC(CC2)=O)=O)=O)=O)=O)C2=CC=CC=C2